3-Ethoxybenzaldehyde C(C)OC=1C=C(C=O)C=CC1